CN1C(\C(\C2=CC(=CC=C12)C(=O)OC[C@@H]1[C@H]([C@H]([C@@](O1)(N1C=NC=2C(=O)NC(N)=NC12)C#C)O)O)=C(/NC1=CC=C(C=C1)N(C(CN1CCN(CC1)C)=O)C)\C1=CC(=CC=C1)OC)=O ethynyl-guanosine Methyl-(Z)-3-((3-methoxyphenyl)((4-(N-methyl-2-(4-methylpiperazin-1-yl)acetamido)phenyl)amino)methylene)-2-oxoindoline-5-carboxylate